2-[p-(4-aminomethylcyclohexylcarbonyl)phenyl]propanoic acid NCC1CCC(CC1)C(=O)C1=CC=C(C=C1)C(C(=O)O)C